N-(4-{[6-(5-Chloro-2-Fluorophenyl)-3-Methylpyridazin-4-yl]Amino}Pyridin-2-yl)-3-(Piperazin-1-yl)Propanamid ClC=1C=CC(=C(C1)C1=CC(=C(N=N1)C)NC1=CC(=NC=C1)NC(CCN1CCNCC1)=O)F